4-(4-cyano-2-fluorophenyl)piperazine-1-carboxylic acid tert-butyl ester C(C)(C)(C)OC(=O)N1CCN(CC1)C1=C(C=C(C=C1)C#N)F